6-(2-fluoro-3-methoxyphenyl)-2-(pyrimidin-2-yl)-5,6,7,8-tetrahydrophthalazin-1(2H)-one FC1=C(C=CC=C1OC)C1CC=2C=NN(C(C2CC1)=O)C1=NC=CC=N1